(3R)-3-methyl-4-{3-[1-(oxan-2-yl)-1H-pyrazol-5-yl]-7-[2-(trifluoromethyl)pyridin-3-yl]-[1,2]thiazolo[4,5-b]pyridin-5-yl}morpholine C[C@H]1N(CCOC1)C1=CC(=C2C(=N1)C(=NS2)C2=CC=NN2C2OCCCC2)C=2C(=NC=CC2)C(F)(F)F